C1(CC1)C(=O)N1CCN(CC1)C(=O)C=1C=C(C=CC1F)CN1C(C2=CC=CC=C2C=N1)=O [3-[4-(cyclopropanecarbonyl)piperazine-1-carbonyl]-4-fluorophenylmethyl]-2H-phthalazin-1-one